C(C1=CC=CC=C1)OC=1C=CC(=C(C1)C(=O)N1CC2(C1)CC(C2)N2N=C(C=C2C=2C(=NC=CC2)OC)C(F)(F)F)F (5-(benzyloxy)-2-fluorophenyl)(6-(5-(2-methoxypyridin-3-yl)-3-(trifluoromethyl)-1H-pyrazol-1-yl)-2-azaspiro[3.3]heptan-2-yl)methanone